FC1=CC=C(COC2=CC=C3CCN(CC3=C2)CC2=NC3=C(N2C[C@H]2OCC2)C=C(C=C3)C(=O)OC(C)(C)C)C=C1 tert-butyl (S)-2-((7-((4-fluorobenzyl) oxy)-3,4-dihydroisoquinolin-2(1H)-yl) methyl)-1-((oxetan-2-yl) methyl)-1H-benzo[d]imidazole-6-carboxylate